4-[(2-{[2-(methoxymethyl)-1H-benzo[d]imidazol-6-yl]amino}quinazolin-8-yl)oxy]cyclohexanol COCC1=NC2=C(N1)C=C(C=C2)NC2=NC1=C(C=CC=C1C=N2)OC2CCC(CC2)O